HEXACHLORODISILOXANE Cl[Si](O[Si](Cl)(Cl)Cl)(Cl)Cl